tellurium bisundecanoate C(CCCCCCCCCC)(=O)[O-].C(CCCCCCCCCC)(=O)[O-].[Te+2]